COC1=CC2=C(C3=C(C(OC3)=O)C(=C2C=C1OC)OC)C=1C=NC(=CC1)N1CCOCC1 6,7,9-trimethoxy-4-(6-morpholinopyridin-3-yl)naphtho[2,3-c]furan-1(3H)-one